2-(cyclopropylethynyl)acetophenone C1(CC1)C#CCC(=O)C1=CC=CC=C1